COC1CCN(CC1)C1=NC=CC(=N1)NC=1N=CC2=C(C=CC(=C2C1)[C@@H]1N(CCCCC1)C(C=C)=O)N1[C@@H]([C@H](C1)C(C)(C)S(=O)(=O)C)C 1-((R)-2-(3-((2-(4-methoxypiperidin-1-yl)pyrimidin-4-yl)amino)-8-((2R,3S)-2-methyl-3-(2-(methylsulfonyl)propan-2-yl)azetidin-1-yl)isoquinolin-5-yl)azepan-1-yl)prop-2-en-1-one